tert-Butyl (1-(2-(phenylamino)pyrimidine-4-carbonyl)piperidin-4-yl)carbamate C1(=CC=CC=C1)NC1=NC=CC(=N1)C(=O)N1CCC(CC1)NC(OC(C)(C)C)=O